(7Z)-10-hydroxy-7-decenyl acetate C(C)(=O)OCCCCCC\C=C/CCO